C1(CC1)OC=1C(=NC=CC1)C1=NSC(=N1)NC1=NC=C(C(=C1)C(F)(F)F)C(C)C 3-(3-cycloprop-oxypyridin-2-yl)-N-(5-isopropyl-4-(trifluoromethyl)pyridin-2-yl)-1,2,4-thiadiazol-5-amine